2,4-Dichloro-6-(4-((2,3-dihydrobenzo[b][1,4]dioxin-6-yl-2,2,3,3-d4)oxy)piperidin-1-yl)-5-methylpyrimidine ClC1=NC(=C(C(=N1)Cl)C)N1CCC(CC1)OC1=CC2=C(OC(C(O2)([2H])[2H])([2H])[2H])C=C1